Ethylene glycol bis(2-cyanoethyl) ether C(#N)CCOCCOCCC#N